N-methyl-5-(4-((3-methyl-2,4-dioxo-2,3,4,5-tetrahydro-1H-pyrrolo[3,2-d]pyrimidin-6-yl)methyl)piperazin-1-yl)picolinamide CNC(C1=NC=C(C=C1)N1CCN(CC1)CC1=CC=2NC(N(C(C2N1)=O)C)=O)=O